2,4,6-trimethylphenyl-diphenylsulfonium benzenesulfonate C1(=CC=CC=C1)S(=O)(=O)[O-].CC1=C(C(=CC(=C1)C)C)[S+](C1=CC=CC=C1)C1=CC=CC=C1